4-ethynyl-2-(trifluoromethoxy)benzonitrile C(#C)C1=CC(=C(C#N)C=C1)OC(F)(F)F